8-(4-chloro-2-fluoro-phenyl)-6-[(3R)-4,4-difluoro-3-(1-methylpyrazol-4-yl)-1-piperidyl]-3-methyl-pyrido[3,4-d]pyrimidin-4-one ClC1=CC(=C(C=C1)C1=NC(=CC2=C1N=CN(C2=O)C)N2C[C@H](C(CC2)(F)F)C=2C=NN(C2)C)F